N-[1-benzyl-4-(5-chloro-2-pyridyl)-4-piperidyl]-6-isopropoxy-pyridine-3-sulfonamide C(C1=CC=CC=C1)N1CCC(CC1)(C1=NC=C(C=C1)Cl)NS(=O)(=O)C=1C=NC(=CC1)OC(C)C